COC(CCN1N=CC(=C1)B1OC(C(O1)(C)C)(C)C)OC 1-(3,3-dimethoxypropyl)-4-(4,4,5,5-tetramethyl-1,3,2-dioxaborolan-2-yl)pyrazole